C(CC)C1C(N(CC1)CCC)(CCC)CCC tetra-n-propylpyrrolidine